(5-chloro-4-[(6S)-6-(methoxymethyl)-5-oxa-8-azaspiro[3.5]nonan-8-yl]pyrimidin-2-ylamino)benzenesulfonamide ClC=1C(=NC(=NC1)NC1=C(C=CC=C1)S(=O)(=O)N)N1C[C@H](OC2(CCC2)C1)COC